(S)-N-(1-(4-bromophenyl)-2,2,2-trifluoroethyl)-N-methyltetrahydro-2H-thiopyran-4-carboxamide BrC1=CC=C(C=C1)[C@@H](C(F)(F)F)N(C(=O)C1CCSCC1)C